O1CCC(C12CCNCC2)N oxa-8-azaspiro[4.5]decane-4-amine